chloro-6-(cyclohexylamino)nicotinonitrile ClC1=C(C#N)C=CC(=N1)NC1CCCCC1